tert-butyl (R)-2-(trifluoromethyl)piperazine-1-carboxylate FC([C@@H]1N(CCNC1)C(=O)OC(C)(C)C)(F)F